4-(6-((3R,4R)-3-amino-4-(pyridin-2-yloxy)pyrrolidin-1-yl)pyridin-3-yl)-6-ethoxypyrazolo[1,5-a]pyridine-3-carbonitrile N[C@@H]1CN(C[C@H]1OC1=NC=CC=C1)C1=CC=C(C=N1)C=1C=2N(C=C(C1)OCC)N=CC2C#N